2-(2,6-dioxopiperidin-3-yl)-3-oxo-1,2,3,4-tetrahydropyrrole O=C1NC(CCC1C1NCCC1=O)=O